tert-butyl 3-(5-(5-(3-cyclopropyl-1-((R)-1,1-dimethylethylsulfinamido)-1-(2-methylpyridin-4-yl)propyl)-2-fluorophenylcarbamoyl)-3-(trifluoromethyl)-1H-pyrazol-1-yl)benzylcarbamate C1(CC1)CCC(C1=CC(=NC=C1)C)(N[S@](=O)C(C)(C)C)C=1C=CC(=C(C1)NC(=O)C1=CC(=NN1C=1C=C(CNC(OC(C)(C)C)=O)C=CC1)C(F)(F)F)F